4-(piperidin-1-yl)but-2-enamide hydrate O.N1(CCCCC1)CC=CC(=O)N